N=1C=CN2C1C(=CC=C2)C=O imidazo[1,2-a]pyridin-8-yl-methanone